N4-(2-chlorobenzyl)-N2-isopropylquinazoline-2,4-diamine ClC1=C(CNC2=NC(=NC3=CC=CC=C23)NC(C)C)C=CC=C1